COC=1C=C(\C=N\NC(C2=NC(=CC=C2)C2=CC=C(C=C2)OC)=O)C=C(C1)OC (E)-N'-(3,5-dimethoxybenzylidene)-6-(4-methoxyphenyl)picolinohydrazide